5-(3-chloro-4-fluorophenyl)-1,3,4-thiadiazole-2-carboxylic acid ethyl ester C(C)OC(=O)C=1SC(=NN1)C1=CC(=C(C=C1)F)Cl